(2-METHOXY-5-[(4-METHYLPIPERIDIN-1-YL)METHYL]PHENYL)BORANEDIOL COC1=C(C=C(C=C1)CN1CCC(CC1)C)B(O)O